C(C)OC(=O)C1=NN(C(=C1)C1=CCN(CC1)C(=O)OC(C)(C)C)C1=CC=C(C=C1)OC1=CC=CC=C1 tert-butyl 4-(3-(ethoxycarbonyl)-1-(4-phenoxyphenyl)-1H-pyrazol-5-yl)-5,6-dihydropyridine-1(2H)-carboxylate